N1([C@@](C(C(C1[2H])([2H])[2H])([2H])[2H])(C(=O)O)[2H])[2H] L-proline-d7